COC(CNC(=O)C=1C=C(C=CC1[N+](=O)[O-])C=1CCN(CC1)C(=O)OC(C)(C)C)=O tert-Butyl 4-[3-[(2-methoxy-2-oxoethyl)carbamoyl]-4-nitrophenyl]-3,6-dihydro-2H-pyridine-1-carboxylate